2-chloro-4-((4-(4-(trifluoromethyl)-1-((2-(trimethylsilyl)ethoxy)methyl)-1H-imidazol-2-yl)benzyl)oxy)pyrido[2,3-d]pyrimidine ClC=1N=C(C2=C(N1)N=CC=C2)OCC2=CC=C(C=C2)C=2N(C=C(N2)C(F)(F)F)COCC[Si](C)(C)C